FC=1C=C(C=CC1)CNC(O[C@H]1[C@H](NC[C@@H]1O)CC1=CC=C(C=C1)OC1=CN=CS1)=O (2R,3S,4S)-4-hydroxy-2-{[4-(1,3-thiazol-5-yloxy)phenyl]methyl}pyrrolidin-3-yl N-[(3-fluorophenyl)methyl]carbamate